C/1=C\CCCCCC1 (4E)-trans-cyclooctene